FC=1C=2N(C=C(C1)C1=CNC=3N=C(N=CC31)CCC(F)(F)F)C(=CN2)CO (8-fluoro-6-(2-(3,3,3-trifluoropropyl)-7H-pyrrolo[2,3-d]pyrimidin-5-yl)imidazo[1,2-a]pyridin-3-yl)methanol